C=1OCC=CC=CC=CC=CC=CC=CC=CC=CC=CC=C2C=CC=C(C=CN3C1C=CC=C3)O2 23,27-Epoxy-3H-pyrido[2,1-c][1,4]oxaazacyclohentriacontine